C(C)(C)(C)OC(=O)N1CCC(CC1)CCOCC1=CC=CC=C1 4-(2-(Phenylmethoxy)ethyl)piperidine-1-carboxylic acid tert-butyl ester